C(C)OC(=O)C1=CN=C(O1)C=1CCN(CC1)C(=O)OC(C)(C)C 2-(1-(tert-Butoxycarbonyl)-1,2,3,6-tetrahydropyridin-4-yl)oxazole-5-carboxylic acid ethyl ester